N-(cyclopropylmethyl)-1-[5-[5-[(1R)-1-(3,5-dichloro-4-pyridyl)ethoxy]-1-tetrahydropyran-2-yl-indazol-3-yl]-4-fluoro-2-pyridyl]-3-methyl-azetidin-3-amine C1(CC1)CNC1(CN(C1)C1=NC=C(C(=C1)F)C1=NN(C2=CC=C(C=C12)O[C@H](C)C1=C(C=NC=C1Cl)Cl)C1OCCCC1)C